4-Fluoromethyl-4-hydroxy-piperidine-1-carboxylic acid [4-methoxy-7-(1-methyl-1H-pyrazol-4-yl)-thiazolo[4,5-c]pyridin-2-yl]-amide COC1=NC=C(C2=C1N=C(S2)NC(=O)N2CCC(CC2)(O)CF)C=2C=NN(C2)C